4-(diethylsulfamoyl)benzeneboronic acid C(C)N(S(=O)(=O)C1=CC=C(C=C1)B(O)O)CC